ClCC(=O)OCC(C)(C)N1N=CC(=C1)C1=CN2C(S1)=C(C=N2)C(NC=2C(=NC=C(C2)NC(CCl)=O)C)=O 2-(4-(7-((5-(2-chloroacetamido)-2-methylpyridin-3-yl)carbamoyl)pyrazolo[5,1-b]thiazol-2-yl)-1H-pyrazol-1-yl)-2-methylpropyl 2-chloroacetate